F[C@H]1[C@H](C1)C(=O)NC1=CC=2C(C=3N=C(N=CC3C2C=C1)C(F)(F)F)=O (1r,2r)-2-fluoro-N-(9-oxo-2-(trifluoromethyl)-9H-indeno[2,1-d]pyrimidin-7-yl)cyclopropane-1-carboxamide